oxopyrimidinyl-methyl-benzamide O=NC(C1=C(C(=CC=C1)C1=NC=CC=N1)C)=O